S1N=NC(=C1)CN1C(NC2=NC=C(C=C21)C2=CC(=CC=C2)C(F)(F)F)=O 1-(thiadiazol-4-ylmethyl)-6-[3-(trifluoromethyl)phenyl]-3H-imidazo[4,5-b]pyridin-2-one